ethyl-2-[4-(dihydroxyphosphoryl)-2-oxabutyl]acrylate C(C)OC(C(=C)COCCP(=O)(O)O)=O